C(CCC)(=O)C1=CC(=C(C=N1)C=1C=NC2=CC(=NC=C2C1)NC(=O)[C@H]1[C@H](C1)F)C (1S,2S)-N-[3-(6-butanoyl-4-methylpyridin-3-yl)-1,6-naphthyridin-7-yl]-2-fluorocyclopropane-1-carboxamide